FC1(CC12CN(CC2)C2=CC=C(C=N2)C2CN(C2)C(=O)OC(C)(C)C)F Tert-Butyl 3-[6-(2,2-difluoro-5-azaspiro[2.4]heptan-5-yl)-3-pyridyl]azetidine-1-carboxylate